2-(1-((2-chloropyridin-3-yl)oxy)-8-((1,1,1-trifluoropropan-2-yl)oxy)isoquinolin-6-yl)-4-ethyl-2,4-dihydro-3H-1,2,4-triazol-3-one ClC1=NC=CC=C1OC1=NC=CC2=CC(=CC(=C12)OC(C(F)(F)F)C)N1N=CN(C1=O)CC